2-(6,7-dihydro-5H-benzo[7]annulen-9-yl)-4,4,5,5-tetramethyl-1,3,2-dioxaborolane C1=CC=CC2=C1C(=CCCC2)B2OC(C(O2)(C)C)(C)C